N-(6-((5-bromo-2-((5-isopropyl-2-methoxy-4-(4-(piperazin-1-yl)piperidin-1-yl)phenyl)amino)pyrimidin-4-yl)amino)quinoxalin-5-yl)methanesulfonamide tri-tert-butylsilyl-triflate C(C)(C)(C)[Si](C(C)(C)C)(C(C)(C)C)OS(=O)(=O)C(F)(F)F.BrC=1C(=NC(=NC1)NC1=C(C=C(C(=C1)C(C)C)N1CCC(CC1)N1CCNCC1)OC)NC=1C(=C2N=CC=NC2=CC1)NS(=O)(=O)C